(R)-fluoropyrrolidine hydrochloride Cl.FN1CCCC1